CNCC1N(CCCC1)C(=O)OC1=C(C=C(C=C1)CNC(CCCC\C=C\C(C)C)=O)OC (E)-2-methoxy-4-((8-methylnon-6-enamido)methyl)phenyl 2-((methylamino)methyl)piperidine-1-carboxylate